3-((4,4-difluorocyclohexyl)methoxy)phenylpropan-1-ol FC1(CCC(CC1)COC=1C=C(C=CC1)C(CC)O)F